(R)-N-(5-(1-(4-(chloromethyl)phenyl)piperidin-4-yl)pyridin-2-yl)-5-fluoro-4-(4-methyl-5,6,7,8-tetrahydro-4H-pyrazolo[1,5-a]azepin-3-yl)pyrimidin-2-amine ClCC1=CC=C(C=C1)N1CCC(CC1)C=1C=CC(=NC1)NC1=NC=C(C(=N1)C=1C=NN2C1[C@@H](CCCC2)C)F